N-cetylamine CCCCCCCCCCCCCCCCN